NC=1C=C(C=C(C1)C(F)(F)F)[C@@H](C)NC=1C2=C(N=C(N1)C)N=C(C(=C2)O[C@@H]2COCC2)OC N-((R)-1-(3-amino-5-(trifluoromethyl)phenyl)ethyl)-7-methoxy-2-methyl-6-(((S)-Tetrahydrofuran-3-yl)oxy)pyrido[2,3-d]pyrimidin-4-amine